3-{N-[(2-{[(tert-butoxy)carbonyl]amino}quinolin-7-yl)methyl]acetamido}pyridine-2-carboxylate C(C)(C)(C)OC(=O)NC1=NC2=CC(=CC=C2C=C1)CN(C(C)=O)C=1C(=NC=CC1)C(=O)[O-]